1-(7Z,10Z,13Z,16Z-docosatetraenoyl)-2-(11Z,14Z-eicosadienoyl)-glycero-3-phospho-(1'-sn-glycerol) CCCCC/C=C\C/C=C\CCCCCCCCCC(=O)O[C@H](COC(=O)CCCCC/C=C\C/C=C\C/C=C\C/C=C\CCCCC)COP(=O)(O)OC[C@H](CO)O